(R)-3-(4-Amino-3-(7-(benzo[b]thiophene-2-carboxamido)benzo[d][1,3]dioxol-4-yl)-1H-pyrazolo[3,4-d]pyrimidin-1-yl)piperidine-1-carboxylate NC1=C2C(=NC=N1)N(N=C2C2=CC=C(C=1OCOC12)NC(=O)C1=CC2=C(S1)C=CC=C2)[C@H]2CN(CCC2)C(=O)[O-]